O=C1NC(CCC1N1C(C2=CC=CC(=C2C1=O)NCCCCC(=O)N1CCN(CC1)C1=CC=C(C=C1)NC1=NN2C(C=CC=C2C2=CC=C(C=C2)S(=O)(=O)C)=N1)=O)=O 2-(2,6-Dioxo-piperidin-3-yl)-4-[5-(4-{4-[5-(4-methanesulfonyl-phenyl)-[1,2,4]triazolo[1,5-a]pyridin-2-ylamino]-phenyl}-piperazin-1-yl)-5-oxo-pentylamino]-isoindole-1,3-dione